ClC1=C(C=CC=C1)C=1OC2=C(C(C1)=O)C(=CC(=C2[C@@H]2[C@@H](CN(CC2)C)O)OC(N(C[C@H]2NCCCC2)CC)=O)O ethyl-{[(2S)-piperidin-2-yl]methyl}carbamic acid 2-(2-chlorophenyl)-5-hydroxy-8-[(3S,4r)-3-hydroxy-1-methylpiperidin-4-yl]-4-oxo-4H-1-benzopyran-7-yl ester